ClC=1C=CC(=C(C1)C=1C=C2CN(CC2=CC1)C(CN1N=C(N=C1)C#N)=O)OC 1-(2-(5-(5-chloro-2-methoxyphenyl)isoindolin-2-yl)-2-oxoethyl)-1H-1,2,4-triazole-3-carbonitrile